6-methyl-7-(pyrazolo[1,5-c]pyrimidin-3-ylethynyl)-N-(3-(trifluoromethyl)phenyl)benzo[d]isoxazol-3-amine CC1=C(C2=C(C(=NO2)NC2=CC(=CC=C2)C(F)(F)F)C=C1)C#CC=1C=NN2C=NC=CC21